CC=1N(C(=CC1C(=O)NC1=NC=CC=C1)C)C1=CC=C(C=C1)C 2,5-Dimethyl-N-(pyridin-2-yl)-1-(p-tolyl)-1H-pyrrole-3-carboxamide